NC[C@](C)(O)C1=CC=CC=C1 |r| (rac)-1-amino-2-phenylpropan-2-ol